monooleoyl-diethanolamine C(CCCCCCC\C=C/CCCCCCCC)(=O)N(CCO)CCO